4-(3-((Dimethylamino)methyl)azetidin-1-yl)-N-(3-phenylprop-2-yn-1-yl)-1H-benzo[d]imidazole-1-carboxamide CN(C)CC1CN(C1)C1=CC=CC=2N(C=NC21)C(=O)NCC#CC2=CC=CC=C2